N1CC(C1)O[C@@H]1[C@H](CN(CC1)C(=O)OC(C)(C)C)F Tert-butyl (3S,4S)-4-(azetidin-3-yloxy)-3-fluoro-piperidine-1-carboxylate